4-((4-cyclopropyl-2-(N-methyl-methanesulfonamido)-phenyl)amino)-6-((6-fluoro-pyridin-2-yl)amino)-N-isopropoxynicotinamide C1(CC1)C1=CC(=C(C=C1)NC1=CC(=NC=C1C(=O)NOC(C)C)NC1=NC(=CC=C1)F)N(S(=O)(=O)C)C